(2-(2-cyclopropylphenyl)pyrrolidin-1-yl)-N-((4-((4-fluorotetrahydro-2H-pyran-4-yl)methoxy)-3-nitrophenyl)sulfonyl)-2',3',4',5'-tetrahydro-[1,1'-biphenyl]-4-carboxamide C1(CC1)C1=C(C=CC=C1)C1N(CCC1)C1=C(C=CC(=C1)C(=O)NS(=O)(=O)C1=CC(=C(C=C1)OCC1(CCOCC1)F)[N+](=O)[O-])C=1CCCCC1